bis(triethoxy-silyl)methane C(C)O[Si](OCC)(OCC)C[Si](OCC)(OCC)OCC